5-Chloro-N-[(1-ethylazetidin-3-yl)methyl]oxazolo[4,5-b]pyridin-2-amine ClC1=CC=C2C(=N1)N=C(O2)NCC2CN(C2)CC